3-amino-1-(4-chlorophenyl)-2,2-difluoropropan-1-ol NCC(C(O)C1=CC=C(C=C1)Cl)(F)F